(S)-4-amino-N-(6-cyano-2,3-dihydrobenzofuran-3-yl)-N-methylimidazo[1,5-a]quinoxaline-8-carboxamide NC=1C=2N(C3=CC(=CC=C3N1)C(=O)N(C)[C@@H]1COC3=C1C=CC(=C3)C#N)C=NC2